FC1=CC=C2[C@@H]([C@H](COC2=C1)N1C[C@@H](CC1)OC)NC=1C=2C=C(NC2C=CC1)C(F)(F)F N-((3R,4S)-7-FLUORO-3-((R)-3-METHOXYPYRROLIDIN-1-YL)CHROMAN-4-YL)-2-(TRIFLUOROMETHYL)-1H-INDOL-4-AMINE